2-(4-hydroxybenzyl)-5-(pyrrolidin-1-yl)isoindolin-1-one OC1=CC=C(CN2C(C3=CC=C(C=C3C2)N2CCCC2)=O)C=C1